Sodium [4-(4-{5-[3-fluoro-5-(trifluoromethyl)phenyl]-7-[{[1-(methoxymethyl)cyclobutyl]methyl}(methyl)amino]-1H-imidazo[4,5-b]pyridin-2-yl}phenoxy)piperidin-1-yl]acetate FC=1C=C(C=C(C1)C(F)(F)F)C1=CC(=C2C(=N1)N=C(N2)C2=CC=C(OC1CCN(CC1)CC(=O)[O-])C=C2)N(C)CC2(CCC2)COC.[Na+]